3-((tert-butoxycarbonyl)amino)-4-iodo-1H-pyrrole-2-carboxylic acid ethyl ester C(C)OC(=O)C=1NC=C(C1NC(=O)OC(C)(C)C)I